C(#N)C1=CC=C(OC(C(=O)NC=2SC3=C(N2)C=CC(=C3)OCCOC)C3=CC=C(C=C3)S(=O)(=O)CC)C=C1 2-(4-Cyano-phenoxy)-2-(4-ethanesulfonyl-phenyl)-N-[6-(2-methoxy-ethoxy)-benzothiazol-2-yl]-acetamide